C(#N)C1=NC=CC(=C1)CNC(C1=CN=CC(=C1N1C[C@@]2(CC[C@@H](N2)C)CC1)C1=CC(=CC(=C1)F)F)=O N-[(2-cyano-4-pyridyl)methyl]-4-{(2S,5R)-2-methyl-1,7-diaza-7-spiro[4.4]nonyl}-5-(3,5-difluorophenyl)nicotinamide